(2S,3S)-3-(4-bromothiazol-2-yl)-2-((tert-butoxycarbonyl)amino)-3-((S)-3-cyanomorpholino)propanoic acid BrC=1N=C(SC1)[C@H]([C@@H](C(=O)O)NC(=O)OC(C)(C)C)N1[C@H](COCC1)C#N